C(C)OC1=C(C=CC(=C1)C1=NC=NC(=C1)NCCC=1C2=C(SC1C)C(=CC(=C2)F)C)NC=O N-(2-Ethoxy-4-{6-[2-(5-fluoro-2,7-dimethyl-benzo[b]thiophen-3-yl)-ethylamino]-pyrimidin-4-yl}-phenyl)-formamid